5-Cyano-4-methoxy-3-methyl-N-(3-(oxazol-5-yl)-1H-indazol-5-yl)picolinamide C(#N)C=1C(=C(C(=NC1)C(=O)NC=1C=C2C(=NNC2=CC1)C1=CN=CO1)C)OC